CN1N=C(C=C1C)NC1=NC=C(C(=N1)C1=CNC2=C(C=CC=C12)NC(CN1C[C@H](CC1)OC1=NC=NC(=C1)NC)=O)C (S)-N-(3-(2-((1,5-dimethyl-1H-pyrazol-3-yl)amino)-5-methylpyrimidin-4-yl)-1H-indol-7-yl)-2-(3-((6-(methylamino)pyrimidin-4-yl)oxy)pyrrolidin-1-yl)acetamide